Cl.Cl.Cl.C1N(CC12CNCCC2)C=2N=NC1=CC(=CC(=C1C2)F)C=2C=C(C=1N(N2)C=C(N1)C)C 3-(2,6-Diazaspiro[3.5]non-2-yl)-7-(2,8-dimethylimidazo[1,2-b]pyridazin-6-yl)-5-fluorocinnoline tri-hydrochloride